dithioformic acid sodium propanesulfonate C(CC)S(=O)(=O)[O-].[Na+].C(=S)S